4-[6-[[5-(trifluoromethyl)-2-pyridinyl]amino]-1,3-benzothiazol-2-yl]-4-azatricyclo[5.2.1.02,6]dec-8-ene-3,5-dione FC(C=1C=CC(=NC1)NC1=CC2=C(N=C(S2)N2C(C3C4C=CC(C3C2=O)C4)=O)C=C1)(F)F